C(N)(=N)SCC=1C(=NN(C1OC(F)F)C)C(F)(F)F [5-(Difluoromethoxy)-1-methyl-3-(trifluoromethyl)-1H-pyrazol-4-yl]methyl carbamimidothioate